4-((3R,5R)-1,1-difluoro-6-((5-methoxy-7-methyl-1H-indol-4-yl)methyl)-6-azaspiro[2.5]octan-5-yl)benzoic acid FC1(C[C@@]12C[C@@H](N(CC2)CC2=C1C=CNC1=C(C=C2OC)C)C2=CC=C(C(=O)O)C=C2)F